N-(4-bromo-2,6-dimethylphenyl)-3,3-dimethyl-2-oxobutanamide BrC1=CC(=C(C(=C1)C)NC(C(C(C)(C)C)=O)=O)C